1H-cyclopenta[a]phenanthren-3-yl 4-((3-((tert-butoxycarbonyl)amino)-3-methylbutyl)(8-((((4-methoxybenzyl)oxy)carbonyl)amino)-8-methylnonyl)amino)-4-oxobutanoate C(C)(C)(C)OC(=O)NC(CCN(C(CCC(=O)OC1=CCC2=C3C=CC4=CC=CC4=C3C=CC2=C1)=O)CCCCCCCC(C)(C)NC(=O)OCC1=CC=C(C=C1)OC)(C)C